Cl.ClC1=NC=CN=C1OCC1CNCCC1 2-chloro-3-(piperidin-3-ylmethoxy)pyrazine hydrochloride